[N+](=O)([O-])C1=NC=CC(=C1)N1C[C@@H](CCC1)NC(C#CC)=O N-[(3R)-1-(2-Nitro-4-pyridinyl)-3-piperidinyl]-2-butynamide